2-propenyl-1-pentyloxyethane C(=CC)CCOCCCCC